2-chloro-4-((6-methoxypyridin-3-yl)oxy)pyridine ClC1=NC=CC(=C1)OC=1C=NC(=CC1)OC